CSC(CCO)CCC 3-methylthio-hexanol